Methyl (((cis-3-(2-amino-6-methoxy-9H-purin-9-yl)cyclobutyl)methoxy)(2-(pivaloylthio)ethoxy)phosphoryl)-L-alaninate NC1=NC(=C2N=CN(C2=N1)[C@H]1C[C@H](C1)COP(=O)(OCCSC(C(C)(C)C)=O)N[C@@H](C)C(=O)OC)OC